1-Methyl-3-butylpiperidinium fluorid [F-].C[NH+]1CC(CCC1)CCCC